FC=1C=C2C(N(C=3N(C2=CC1)C(NN3)=S)CCN3CCN(CC3)C(=O)OC(C)(C)C)=O tert-butyl 4-(2-(7-fluoro-5-oxo-1-thioxo-1,2-dihydro-[1,2,4]triazolo[4,3-a]quinazolin-4(5H)-yl)ethyl)piperazine-1-carboxylate